CSC=1N=CC2=C(N1)OC(C(=C2)C2=CC=CC=C2)=O 2-(Methylthio)-6-phenyl-7H-pyrano[2,3-d]pyrimidine-7-one